N-(3-chloro-5-fluorophenyl)-2-(2-oxo-2-(t-pentylamino)ethyl)-2-azaspiro[3.5]nonane-7-carboxamide ClC=1C=C(C=C(C1)F)NC(=O)C1CCC2(CN(C2)CC(NC(C)(C)CC)=O)CC1